methyl (6-(thiophen-2-yl) pyridin-3-yl)carbamate S1C(=CC=C1)C1=CC=C(C=N1)NC(OC)=O